(R)-dimethyl ((1-(5-(5-(1-(3,5-dichloropyridin-4-yl)ethoxy)-1H-indazol-3-yl)pyridin-2-yl)-3-methylazetidin-3-yl)methyl)phosphonate ClC=1C=NC=C(C1[C@@H](C)OC=1C=C2C(=NNC2=CC1)C=1C=CC(=NC1)N1CC(C1)(C)CP(OC)(OC)=O)Cl